(difluoro(2-(((5S,8S,10aR)-3-methyl-6-oxo-8-(1,2,3,4-tetrahydroisoquinoline-2-carbonyl)decahydropyrrolo[1,2-a][1,5]diazocin-5-yl)carbamoyl)-1H-indol-5-yl)methyl)phosphonic acid FC(C=1C=C2C=C(NC2=CC1)C(N[C@H]1CN(CC[C@@H]2N(C1=O)[C@@H](CC2)C(=O)N2CC1=CC=CC=C1CC2)C)=O)(F)P(O)(O)=O